[Na+].C(C)C(C(C(=O)[O-])(S(=O)(=O)[O-])CCCCCC)(C(=O)[O-])CC.[Na+].[Na+] diethylhexylsulfosuccinic acid sodium salt